CN1N=NN=C1C=1C=C(C=CC1)N1C2=C(NC(CC1=O)=O)C1=CC=CC=C1C=C2 5-[3-(1-methyl-1H-tetrazol-5-yl)phenyl]-1H-naphtho[1,2-b][1,4]diazepine-2,4(3H,5h)-dione